6-(2-(5-cyclopropyl-3-(2,6-dichlorophenyl)isoxazol-4-yl)-7-azaspiro[3.5]non-1-en-7-yl)-4-methylnicotinic acid C1(CC1)C1=C(C(=NO1)C1=C(C=CC=C1Cl)Cl)C1=CC2(C1)CCN(CC2)C2=NC=C(C(=O)O)C(=C2)C